NC[C@@H](C(=O)N[C@H](C(=O)N[C@H](C(=O)N)C)C(C)C)N1C(C=CC1=O)=O (S)-2-((S)-2-((S)-3-amino-2-(2,5-dioxo-2,5-dihydro-1H-pyrrol-1-yl)propanamido)-3-methylbutanamido)propanamide